4-(2-Phenylaminopyrimidin-4-yl)-6-morpholino-1H-pyridin-2-one C1(=CC=CC=C1)NC1=NC=CC(=N1)C1=CC(NC(=C1)N1CCOCC1)=O